3-chloro-2-fluoro-[1,1':4',1''-terphenyl]-2'-ol ClC=1C(=C(C=CC1)C=1C(=CC(=CC1)C1=CC=CC=C1)O)F